(2S)-2-amino-2-(4-methylcyclohexyl)-N-{2-oxo-1-[2-(trimethylsilyl)ethoxymethyl]-spiro[pyrrolo[3,2-c]pyridin-3,4'-tetrahydropyran]-6-yl}acetamide N[C@H](C(=O)NC1=CC2=C(C=N1)C1(CCOCC1)C(N2COCC[Si](C)(C)C)=O)C2CCC(CC2)C